1,3-bis(2,3-epoxypropyl)-5-propyl-isocyanuric acid C(C1CO1)N1C(=O)N(C(=O)N(C1=O)CCC)CC1CO1